1-{[4-(1H-pyrazol-1-yl)phenyl]carbonyl}piperidin N1(N=CC=C1)C1=CC=C(C=C1)C(=O)N1CCCCC1